1,7-di(3,4-dihydroxyphenyl)heptan tert-butyl-5-[6-fluoro-5-[[4-methyl-6-(methylamino)pyrimidin-2-yl]amino]-2,3-dihydrobenzofuran-7-yl]-3-hydroxy-2,3,4,7-tetrahydroazepine-1-carboxylate C(C)(C)(C)OC(=O)N1CC(CC(=CC1)C1=C(C(=CC=2CCOC21)NC2=NC(=CC(=N2)C)NC)F)O.OC=2C=C(C=CC2O)CCCCCCCC2=CC(=C(C=C2)O)O